C(C#CC#N)#N butyne-1,4-dinitrile